C(CCCCCCCCCCCCCCCCC)OC(CCC1=CC(=C(C(=C1)C(C)(C)C)O)C(C)(C)C)=O β-(3,5-di-t-butyl-4-hydroxyphenyl)propionic acid stearyl ester